C1(CC1)C=1N=NN(C1)[C@H](C(=O)N1[C@@H](C[C@H](C1)O)C(=O)NC1CCN(CC1)C1=C(C=CC=C1)S(=O)(=O)CC)C(C)(C)C (2S,4r)-1-[(2S)-2-(4-cyclopropyltriazol-1-yl)-3,3-dimethyl-butyryl]-N-[1-(2-ethylsulfonylphenyl)-4-piperidinyl]-4-hydroxy-pyrrolidine-2-carboxamide